COC1CC(N(C1)C(=O)OC(C)(C)C)C(CC(C(F)(F)F)(C(=O)OC)O)=O tert-butyl 4-methoxy-2-(4,4,4-trifluoro-3-hydroxy-3-(methoxycarbonyl)butanoyl)pyrrolidine-1-carboxylate